1-Methyl-3-((methylamino)methyl)-1H-pyrazole-5-carbonitrile CN1N=C(C=C1C#N)CNC